4-(1-aminocyclopropyl)benzonitrile NC1(CC1)C1=CC=C(C#N)C=C1